CSC=1C=C(C2=C(N=C(O2)N2CC3CCCC(C2)N3C(=O)OC(C)(C)C)C1)C=1SC=CN1 tert-Butyl 3-(5-(methylthio)-7-(thiazol-2-yl)benzo[d]oxazol-2-yl)-3,9-diazabicyclo[3.3.1]nonane-9-carboxylate